(R)-1-(4-(6-chloro-2-(3-(dimethylamino)azetidin-1-yl)-8-fluoro-7-(2-fluoro-6-hydroxyphenyl)quinazolin-4-yl)piperazin-1-yl)prop-2-en-1-one ClC=1C=C2C(=NC(=NC2=C(C1C1=C(C=CC=C1O)F)F)N1CC(C1)N(C)C)N1CCN(CC1)C(C=C)=O